FC(CC[C@H](C(=O)OC)COS(=O)(=O)C)(C)F methyl (S)-5,5-difluoro-2-(((methylsulfonyl)oxy)methyl)hexanoate